ClC1=CC=C(C=C1)[C@@]1(N(C(C2=CC(=CC=C12)C(C)(C)O)=O)CC1=CC=C(C=C1)Cl)OCC1C(CC1)CO (3R)-3-(4-chlorophenyl)-2-[(4-chlorophenyl)methyl]-3-{[2-(hydroxymethyl)cyclobutyl]methoxy}-6-(2-hydroxypropan-2-yl)-2,3-dihydro-1H-isoindol-1-one